OC(C1(CC1)C=1C=C(C=CC1)N1C(C2=CC=CC(=C2C1)C(F)(F)F)=O)C1=NN=CN1C 2-(3-(1-(hydroxy(4-methyl-4H-1,2,4-triazol-3-yl)methyl)-cyclopropyl)phenyl)-4-(trifluoromethyl)isoindolin-1-one